Cl.ClCC1=NN(C=C1)C1CC1 3-(chloromethyl)-1-cyclopropyl-1H-pyrazole hydrochloride